[6-(5-chloro-2-fluorophenyl)-3-(2-methoxyethoxy)pyridazin-4-yl]-7-[2-(4-methylpiperazin-1-yl)ethoxy]quinolin-4-amine ClC=1C=CC(=C(C1)C1=CC(=C(N=N1)OCCOC)C1=NC2=CC(=CC=C2C(=C1)N)OCCN1CCN(CC1)C)F